(S)-3-methoxy-N-(6-(5-methyl-6,7-dihydro-5H-pyrrolo[1,2-a]imidazol-3-yl)pyridin-2-yl)-1-(tetrahydro-2H-pyran-4-yl)-1H-pyrazole-4-carboxamide COC1=NN(C=C1C(=O)NC1=NC(=CC=C1)C1=CN=C2N1[C@H](CC2)C)C2CCOCC2